FC1=C(C=CC=C1)C1=C(N=C(C=2N1N=CC2)N2CCC1(CC2)[C@@H](C2=C(N=C(O2)C)C1)N[S@](=O)C(C)(C)C)C (R)-N-[(6S)-1'-[7-(2-fluorophenyl)-6-methyl-pyrazolo[1,5-a]pyrazin-4-yl]-2-methyl-spiro[4,6-dihydrocyclopenta[d]oxazole-5,4'-piperidine]-6-yl]-2-methyl-propane-2-sulfinamide